6-(7-(benzyloxy)-4-chloroquinolin-3-yl)-2,2-dimethyl-2H-chromen-7-ol C(C1=CC=CC=C1)OC1=CC=C2C(=C(C=NC2=C1)C=1C=C2C=CC(OC2=CC1O)(C)C)Cl